1-(3-chloroindol-1-yl)ethan-1-one ClC1=CN(C2=CC=CC=C12)C(C)=O